imidazoleacetic acid O=C(O)CC1=NC=CN1